C[C@H]1CC[C@@H](N(C1)C(C(=O)NC=1C2=C(C=NC1)C=NN2COCC[Si](C)(C)C)=O)C=2C=CC1=C(N=C(S1)C1CN(C1)C)C2 2-((2R,5S)-5-methyl-2-(2-(1-methylazetidin-3-yl)benzo[d]thiazol-5-yl)piperidin-1-yl)-2-oxo-N-(1-((2-(trimethylsilyl)ethoxy)methyl)-1H-pyrazolo[4,3-c]pyridin-7-yl)acetamide